C(=O)(O)CC[N+](CCOC(C(=C)C)=O)(C)C 2-carboxy-N,N-dimethyl-N-(2'-methacryloyloxyethyl)ethylammonium